5-(imidazo[1,2-a]pyridin-6-yl)-N-(cis-3-(2-methoxyethoxy)cyclobutyl)pyrrolo[2,1-f][1,2,4]triazin-2-amine N=1C=CN2C1C=CC(=C2)C=2C=CN1N=C(N=CC12)N[C@@H]1C[C@@H](C1)OCCOC